C(C)OC(=O)N1C2COCC1CN(C2)CC2=C(N=C1N2C=CC=C1)C1=CC=C(C=C1)Cl 7-{[2-(4-chlorophenyl)imidazo[1,2-a]pyridin-3-yl]methyl}-3-oxa-7,9-diazabicyclo[3.3.1]nonane-9-carboxylic acid ethyl ester